N-((2-methoxy-5-(4-(methoxymethyl)tetrahydro-2H-pyran-4-yl)phenyl)sulfonyl)-5-(pyridin-2-yl)quinoline-2-carboxamide COC1=C(C=C(C=C1)C1(CCOCC1)COC)S(=O)(=O)NC(=O)C1=NC2=CC=CC(=C2C=C1)C1=NC=CC=C1